C(#N)[C@H]1N(CCC1)C(CN1C[C@H](CC1)C=1OC2=C(C1C(=O)N)C=C(C=C2)OC)=O ((S)-1-(2-((S)-2-cyanopyrrolidin-1-yl)-2-oxoethyl)pyrrolidin-3-yl)-5-methoxybenzofuran-3-carboxamide